(4-(phenylthio) phenyl) prop-2-ene(dithioperoxoate) C(C=C)(=O)SSC1=CC=C(C=C1)SC1=CC=CC=C1